COC(=O)C=1SC=C(C1OCC1=C(C=CC=C1)CN1CCOCC1)Br 4-bromo-3-[2-(morpholinomethyl)benzyloxy]thiophene-2-carboxylic acid methyl ester